5-methyl-N-[4-[[3-[1-(3-methyl-2-nitro-imidazol-4-yl)ethoxy]-7-morpholino-1,6-naphthyridin-5-yl]oxy]cyclohexyl]pyridin-2-amine CC=1C=CC(=NC1)NC1CCC(CC1)OC1=C2C=C(C=NC2=CC(=N1)N1CCOCC1)OC(C)C=1N(C(=NC1)[N+](=O)[O-])C